7-(azetidin-3-yl)-2-(2-ethoxypyridin-3-yl)-1'-[3-methoxy-2-(trifluoromethyl)phenyl]spiro[6H-1,7-naphthyridine-5,4'-piperidine]-8-one TFA salt OC(=O)C(F)(F)F.N1CC(C1)N1CC2(CCN(CC2)C2=C(C(=CC=C2)OC)C(F)(F)F)C=2C=CC(=NC2C1=O)C=1C(=NC=CC1)OCC